5-bromo-3-[4-(methanesulfonyl)phenyl]pyridin-2-amine BrC=1C=C(C(=NC1)N)C1=CC=C(C=C1)S(=O)(=O)C